trans-N-(3-(2-acetyl-2-methylhydrazine-1-carbonyl)-4-chlorophenyl)-2,2-dichloro-3-(3,5-dichlorophenyl)cyclopropane-1-carboxamide methyl-11-sulfamoylundecanoate COC(CCCCCCCCCCS(N)(=O)=O)=O.C(C)(=O)N(NC(=O)C=1C=C(C=CC1Cl)NC(=O)[C@@H]1C([C@H]1C1=CC(=CC(=C1)Cl)Cl)(Cl)Cl)C